(3R,4R)-3-hydroxy-4-[1-[1-[(4-methoxyphenyl)methyl]-2,6-dioxo-3-piperidyl]-3-methyl-2-oxo-benzoimidazol-4-yl]piperidine-1-carboxylic acid tert-butyl ester C(C)(C)(C)OC(=O)N1C[C@@H]([C@H](CC1)C1=CC=CC=2N(C(N(C21)C)=O)C2C(N(C(CC2)=O)CC2=CC=C(C=C2)OC)=O)O